FC=1C=C2C(=NNC2=CC1OCCOC)C1=CC(=NO1)C1=CC=C(C=C1)C(=O)N1[C@H]2CO[C@@H](C1)C2 5-Fluoro-6-(2-methoxyethoxy)-3-(3-{4-[(1R,4R)-2-oxa-5-azabicyclo[2.2.1]heptane-5-carbonyl]phenyl}-1,2-oxazol-5-yl)-1H-indazole